1-(6-(aminomethyl)-3-cyclopropylquinolin-8-yl)-3-methylimidazolidin-2,4-dione NCC=1C=C2C=C(C=NC2=C(C1)N1C(N(C(C1)=O)C)=O)C1CC1